N1C=C(C=2C1=CN=CC2)\C=C/2\C(N(C(O2)=S)C(C)C)=O (Z)-5-((1H-pyrrolo[2,3-c]pyridin-3-yl)methylene)-3-isopropyl-2-thioxooxazolidin-4-one